ClC1=CC=C(S1)CNC1=C2N=CN(C2=NC=N1)C1OCCC1 6-(5-Chlorothiophen-2-ylmethylamino)-9-(tetrahydrofuran-2-yl)purin